methylene-6-((5-isopropyl-1-(1H-pyrrol-1-yl)propylimidazol-4-yl)methylene)piperazine-2,5-dione C=C1C(NC(C(N1)=O)=CC=1N=C(NC1C(C)C)C(CC)N1C=CC=C1)=O